CN1SC2=C(C1=O)C=CC=C2 N-Methyl-1,2-Benzisothiazolin-3-on